CN1C(=NC(=C1)NC(=O)C=1N(C=CN1)C)C(=O)NCCC(=O)OCC ethyl 3-{[1-methyl-4-(1-methylimidazole-2-amido)imidazol-2-yl]formamido}propanoate